N-(4-Bromophenyl)-1,3-di-tert-butylimidazolidine-2-imine BrC1=CC=C(C=C1)N=C1N(CCN1C(C)(C)C)C(C)(C)C